C(CC)OC(F)(F)F trifluoromethyl propyl ether